2-{3-[(2R,6S)-2,6-dimethylmorpholine-4-carbonyl]-5,6-dihydrocyclopenta[c]pyrazol-1(4H)-yl}-1-{4-[2-fluoro-4-(trifluoromethyl)phenyl]piperidin-1-yl}ethan-1-one C[C@@H]1CN(C[C@@H](O1)C)C(=O)C=1C2=C(N(N1)CC(=O)N1CCC(CC1)C1=C(C=C(C=C1)C(F)(F)F)F)CCC2